(S)-7-fluoro-6-nitro-1-(1-(3-(trifluoromethoxy)phenyl)ethyl)quinoxalin-2(1H)-one FC1=C(C=C2N=CC(N(C2=C1)[C@@H](C)C1=CC(=CC=C1)OC(F)(F)F)=O)[N+](=O)[O-]